[Li+].S(=O)(=O)([O-])[O-].[V+5].[Na+] sodium vanadium sulfate lithium